C(C)(C)(C)OC(=O)N1CCC(CC1)C1=CC=CC=2NC(OC21)(C(F)(F)F)C2=NC=C(C=C2)Cl 4-(2-(5-chloropyridin-2-yl)-2-(trifluoromethyl)-2,3-dihydrobenzo[d]oxazol-7-yl)piperidine-1-carboxylic acid tert-butyl ester